2-(5-chloro-1H-pyrazol-4-yl)-4-(2,8-diazaspiro[4.5]decan-8-yl)pyrido[3,4-d]pyrimidine ClC1=C(C=NN1)C=1N=C(C2=C(N1)C=NC=C2)N2CCC1(CCNC1)CC2